FC(C#C)CCCCC#C 3-fluoronon-1,8-diyne